C(C)(C)(C)OC(=O)N1CC(CC(C1)N(C)C(=O)OC(C)(C)C)C(=O)O rac-1-(tert-butoxycarbonyl)-5-((tert-butoxycarbonyl)(methyl)amino)piperidine-3-carboxylic acid